4-vinyl-2,6-dichlorophenol C(=C)C1=CC(=C(C(=C1)Cl)O)Cl